1-(7-chloro-8-fluoro-5-methyl-2-(methylsulfanyl)pyrido[4,3-d]pyrimidin-4-yl)-3-methylazetidin-3-ol ClC1=C(C=2N=C(N=C(C2C(=N1)C)N1CC(C1)(O)C)SC)F